4-((2-isopropyl-1,2,3,4-tetrahydroisoquinolin-7-yl)oxy)-1H-1,2,3-triazole-5-carboxylic acid C(C)(C)N1CC2=CC(=CC=C2CC1)OC=1N=NNC1C(=O)O